CC(C)CCCCCCCCCCCCCCCCCCCC 2-Methyldocosane